N'-(1-naphthyl)-N,N'-diphenyl-4,4'-biphenyl-Diamine C1(=CC=CC2=CC=CC=C12)N(C1=CC=C(C=C1)C1=CC=C(C=C1)NC1=CC=CC=C1)C1=CC=CC=C1